1-(4-(7-(3-hydroxynaphthalen-1-yl)-2-(3-morpholinopropoxy)-5,6,7,8-tetrahydroquinazolin-4-yl)-3-methylpiperazin-1-yl)prop-2-en-1-one OC=1C=C(C2=CC=CC=C2C1)C1CCC=2C(=NC(=NC2C1)OCCCN1CCOCC1)N1C(CN(CC1)C(C=C)=O)C